5-ethylsulfanyl-6-[3-methyl-6-(trifluoromethyl)imidazo[4,5-b]pyridin-2-yl]pyridin-3-ol C(C)SC=1C=C(C=NC1C1=NC=2C(=NC=C(C2)C(F)(F)F)N1C)O